2-amino-1-methylcyclohexan-1-ol NC1C(CCCC1)(O)C